5-(1-methoxyethyl)-1-(pyridin-3-yl)-1H-pyrazole-4-carboxylic acid COC(C)C1=C(C=NN1C=1C=NC=CC1)C(=O)O